NCCC(CC[Si](OC)(OC)C)N 3-(2-aminoethyl)-aminopropyl-methyl-dimethoxysilane